NC1=C2C=CC=C(C2=CC=C1)S(=O)(=O)NC1COC1 5-amino-N-(oxetan-3-yl)naphthalene-1-sulfonamide